N1(CCCC1)C1CCCC(CC(CCCC1)=O)=O pyrrolidino-cycloundecan-5,7-dione